4,4'-Bis(4-carboxyphthalimidyl)chalcone C(=O)(O)C=1C=C2C(C(=O)N(C2=O)C2=CC=C(C=C2)\C=C\C(=O)C2=CC=C(C=C2)N2C(C=3C(C2=O)=CC(=CC3)C(=O)O)=O)=CC1